2-(3,4-dimethoxyphenyl)-6-(4-(4-isopropylpiperazin-1-yl)phenyl)-1-methyl-1H-imidazo[4,5-b]pyridine COC=1C=C(C=CC1OC)C=1N(C=2C(=NC=C(C2)C2=CC=C(C=C2)N2CCN(CC2)C(C)C)N1)C